2-chloro-5-{[(2,2-dimethylpropanoyl)amino]methyl}-N-[1-(2,6-dimethylpyridin-4-yl)-1H-indazol-4-yl]benzamide 2,2,2-trifluoroethylallyl-carbonate FC(CC=CCOC(O)=O)(F)F.ClC1=C(C(=O)NC2=C3C=NN(C3=CC=C2)C2=CC(=NC(=C2)C)C)C=C(C=C1)CNC(C(C)(C)C)=O